2-(2-(((5-(2-(dimethylamino)ethoxy)-6-methoxybenzo[d]thiazol-2-yl)methyl)carbamoyl)-2,3-dihydro-1H-inden-2-yl)acetic acid CN(CCOC=1C(=CC2=C(N=C(S2)CNC(=O)C2(CC3=CC=CC=C3C2)CC(=O)O)C1)OC)C